3-(4-(Cyclopropylsulfonyl)phenyl)-5-(7-methyl-7-((R)-2-methylpyrrolidin-1-yl)-6,7,8,9-tetrahydro-5H-benzo[7]annulen-2-yl)-1H-pyrazolo[3,4-b]pyridine C1(CC1)S(=O)(=O)C1=CC=C(C=C1)C1=NNC2=NC=C(C=C21)C=2C=CC1=C(CCC(CC1)(N1[C@@H](CCC1)C)C)C2